N1N=CC(=C1)C1=CC=C(C=C1)NC1=NC2=C(C=CC=C2C=N1)C=1C=C(C=CC1)NC(C=C)=O N-(3-(2-((4-(1H-pyrazol-4-yl)phenyl)amino)quinazolin-8-yl)phenyl)acrylamide